tert-butyl (3-(1-(1,1-difluoro-2-hydrazinyl-2-oxoethyl)cyclopropyl)phenyl)carbamate FC(C(=O)NN)(F)C1(CC1)C=1C=C(C=CC1)NC(OC(C)(C)C)=O